C(=O)O.ClC=1C=C(CC[C@@]2(CN(CCC2)C2=CC(=C(C(=C2)F)S(=O)(=O)NC2=NC=NC=C2)F)N(C)C)C=CC1 (R)-4-(3-(3-Chlorophenethyl)-3-(dimethylamino)piperidin-1-yl)-2,6-difluoro-N-(pyrimidin-4-yl)benzenesulfonamide formate